C(C)(C)C1=C(NC2=CC=C(C=C12)C1CCC(CC1)(C)NS(=O)C(C)(C)C)C=1C=C(C=2N(C1)N=CN2)OC N-(4-(3-isopropyl-2-(8-methoxy-[1,2,4]triazolo[1,5-a]pyridin-6-yl)-1H-indol-5-yl)-1-methylcyclohexyl)-2-methylpropane-2-sulfinamide